C(C)(=O)NC(C(=O)O)C1(CN(C1)C(CCCCC1=NC=2NCCCC2C=C1)=O)O 2-acetamido-2-(3-hydroxy-1-(5-(5,6,7,8-tetrahydro-1,8-naphthyridin-2-yl)pentanoyl)azetidin-3-yl)acetic acid